ClC=1C(=NC=CC1)CN1N=C2N([C@@H](CCC2)C(=O)N2C[C@H]([C@H](C2)F)F)C1=O (5S)-2-[(3-Chloropyridin-2-yl)methyl]-5-{[(3R,4S)-3,4-difluoropyrrolidin-1-yl]carbonyl}-5,6,7,8-tetrahydro[1,2,4]triazolo[4,3-a]pyridin-3(2H)-on